C(=O)O.C(=O)O.N1(CCNCC1)C(=O)N piperazine-1-carboxamide diformate